ruthenium-zinc oxide [O-2].[Zn+2].[Ru+3]